tert-Butyl (3-cyano-4-(3-((1R,5S,6r)-6-(dimethylamino)-3-azabicyclo[3.1.0]hexan-3-yl)-5-fluoro-7,9-dihydrofuro[3,4-f]quinazolin-6-yl)-7-fluorothieno[3,2-c]pyridin-2-yl)carbamate C(#N)C1=C(SC2=C1C(=NC=C2F)C=2C1=C(C=3C=NC(=NC3C2F)N2C[C@@H]3C([C@@H]3C2)N(C)C)COC1)NC(OC(C)(C)C)=O